2-[6-(aminomethyl)-3-pyridyl]acetamide NCC1=CC=C(C=N1)CC(=O)N